tert-butyl 2-(1H-imidazol-1-yl)-5H-pyrrolo[3,2-d]pyrimidine-4-carboxylate N1(C=NC=C1)C=1N=C(C2=C(N1)C=CN2)C(=O)OC(C)(C)C